C(C1=CC=CC=C1)OC(=O)NC[C@@H](C(=O)O)NC(CNC(CN1CCN(CCN(CCN(CC1)CC(OC(C)(C)C)=O)CC(OC(C)(C)C)=O)CC(=O)OC(C)(C)C)=O)=O (S)-3-(((Benzyloxy)carbonyl)amino)-2-(2-(2-(4,7,10-tris(2-(tert-butoxy)-2-oxoethyl)-1,4,7,10-tetraazacyclododecan-1-yl)acetamido)acetamido)propanoic acid